(1aR,5aR)-2-(4-cyano-pyridin-2-yl)-1a,2,5,5a-tetrahydro-1H-2,3-diaza-cyclopropa[a]pentalene-4-carboxylic acid (2-hydroxy-1,1-dimethyl-ethyl)-amide OCC(C)(C)NC(=O)C=1C=2C[C@@H]3[C@H](C2N(N1)C1=NC=CC(=C1)C#N)C3